N1-(5-Chloropyridin-2-yl)-N2-((1S,2R,4S)-4-[(dimethylamino)carbonyl]-2-{[(5-methyl-4,5,6,7-tetrahydrothiazolo[5,4-c]pyridin-2-yl)carbonyl]amino}cyclohexyl)ethanediamide ClC=1C=CC(=NC1)NC(C(=O)N[C@@H]1[C@@H](C[C@H](CC1)C(=O)N(C)C)NC(=O)C=1SC=2CN(CCC2N1)C)=O